OC[C@H](C1=CC=CC=C1)NC1=NC(=NC=C1C=1OC(=NN1)C(F)(F)F)NC=1C=C2C(CCS(C2=CC1)(=O)=O)O 6-[[4-[[(1S)-2-hydroxy-1-phenyl-ethyl]amino]-5-[5-(trifluoromethyl)-1,3,4-oxadiazol-2-yl]pyrimidin-2-yl]amino]-1,1-dioxo-3,4-dihydro-2H-thiochromen-4-ol